F[C@H]1C[C@](NC1)(C(=O)OC)CCCI Methyl (2S,4S)-4-fluoro-2-(3-iodopropyl)pyrrolidine-2-carboxylate